ClC1=CC(=C(C=C1)CC(C)(O)C)F 1-(4-chloro-2-fluoro-phenyl)-2-methyl-propan-2-ol